C(C1=CC=CC=C1)N1C(C(C(C1)=O)(C(F)(F)F)C)=O 1-benzyl-3-methyl-3-(trifluoromethyl)pyrrolidine-2,4-dione